Cl.C1(=CC(=CC=C1)NC(=O)[C@@H]1CNC[C@H]1C=1SC=CC1)C1=CC=CC=C1 |r| (±)-trans-N-(Biphenyl-3-yl)-4-(thiophen-2-yl)pyrrolidine-3-carboxamide hydrochloride